C(#N)C=1C2=C(SC1NC(OC(C)(C)C)=O)C=CC(=C2C=2C1=C(C=3C(=NC(=NC3C2F)S(=O)(=O)CC)NCC2=NC(=NN2)C2CC2)COC1)F tert-Butyl (3-cyano-4-(1-(((3-cyclopropyl-1H-1,2,4-triazol-5-yl)methyl)amino)-3-(ethylsulfonyl)-5-fluoro-7,9-dihydrofuro[3,4-f]quinazolin-6-yl)-5-fluorobenzo[b]thiophen-2-yl)carbamate